4-(2-cyano-1-ethoxy-1-oxopropan-2-yl)-3-nitrobenzoic acid methyl ester COC(C1=CC(=C(C=C1)C(C(=O)OCC)(C)C#N)[N+](=O)[O-])=O